[C@H]1([C@@H](O)[C@@H](O)[C@H](O)[C@H](O1)CO)O[C@@H]1[C@@H]([C@H](O[C@@H]([C@H]1O)CO[C@@H]1[C@@H](O)[C@@H](O)[C@H](O)[C@H](O1)CO)OCCNC(CCCCC(=O)NCCCC[C@H](N)C(=O)O)=O)O N6-(6-{[2-({α-D-Mannopyranosyl-(1→3)-[α-D-mannopyranosyl-(1→6)]-α-D-mannopyranosyl}oxy)ethyl]amino}-6-oxohexanoyl)-L-lysine